C(C)(C)(C)OP(=O)(OC(C)(C)C)OCOC(=O)N(CCC(=O)OC(C)(C)C)CC1=C(C=CC=C1)CO tert-butyl 3-[ditert-butoxyphosphoryloxymethoxycarbonyl-[[2-(hydroxymethyl)phenyl]methyl]amino]propanoate